α,α-Dimethylphenethylbutyrat CC(CC1=CC=CC=C1)(C)OC(CCC)=O